vinyl-4H-pyran C(=C)C=1OC=CCC1